methyl 2-tosylcyclohexane-1-carboxylate S(=O)(=O)(C1=CC=C(C)C=C1)C1C(CCCC1)C(=O)OC